3-((2,5-dichlorophenyl)sulfonamido)-N-(6-methoxypyridin-3-yl)benzamide ClC1=C(C=C(C=C1)Cl)S(=O)(=O)NC=1C=C(C(=O)NC=2C=NC(=CC2)OC)C=CC1